NC1=NC=CC=C1S(=O)(=O)NC(=O)C=1C(=NC(=CC1)C1=CC(=CC=C1)C(C)C)N1C(C[C@@H](C1)C)(C)C N-[(2-Amino-3-pyridyl)sulfonyl]-6-(3-isopropylphenyl)-2-[(4S)-2,2,4-trimethylpyrrolidin-1-yl]pyridin-3-carboxamid